C(C)OC(\C(\C1=C(C(=C(C=C1)OC)OC)Cl)=N/OCC1=CC=CC=C1)=O.OC=1C=C(C=CC1C(F)(F)F)[C@H]1C[C@@H](N[C@@H](C1)C=1N=NN(C1)C)C (2S,4S,6S)-4-[3-hydroxy-4-(trifluoromethyl)phenyl]-2-methyl-6-(1-methyltriazol-4-yl)piperidin ethyl-(Z)-2-((benzyloxy)imino)-2-(2-chloro-3,4-dimethoxyphenyl)acetate